C1(=CC=CC=C1)C12CCN(CC2C1)C(=O)C1CC2(C1)NC(OC2)=O (rac)-(2s,4s)-2-(6-phenyl-3-azabicyclo[4.1.0]heptane-3-carbonyl)-7-oxa-5-azaspiro[3.4]octan-6-one